C(C1=CC=CC=C1)NC=1C=2N(N=C(C1)NCC1CCC1)C(=NN2)C(C)C N8-benzyl-N6-(cyclobutylmethyl)-3-isopropyl-[1,2,4]triazolo[4,3-b]pyridazine-6,8-diamine